zirconium-hafnium-tungsten [W].[Hf].[Zr]